ClC=1C=C2C=C(NC2=CC1)CNC(N(C)C1CN(CCC1)C(=O)C1=NN(C=C1)C(F)F)=O 3-[(5-chloro-1H-indol-2-yl)methyl]-1-{1-[1-(difluoromethyl)-1H-pyrazole-3-carbonyl]piperidin-3-yl}-1-methylurea